4-chloro-5-((methyl-(phenethyl)amino)methyl)pyridin-2(1H)-one ClC1=CC(NC=C1CN(CCC1=CC=CC=C1)C)=O